N-(6-(4-fluorophenyl)-1-(pyridin-2-yl)-1H-pyrazolo[3,4-d]pyrimidin-4-yl)-5-nitrothiophene-2-carboxamide FC1=CC=C(C=C1)C1=NC(=C2C(=N1)N(N=C2)C2=NC=CC=C2)NC(=O)C=2SC(=CC2)[N+](=O)[O-]